OC(CC1=CC=CC=C1)(O)O trishydroxyl-phenyl-ethane